3-((2R,3R,4R,5R)-4-((tert-butyldimethylsilyl)oxy)-3-(ethylthio)-5-(hydroxymethyl)tetrahydrofuran-2-yl)pyrimidine-2,4(1H,3H)-dione [Si](C)(C)(C(C)(C)C)O[C@H]1[C@H]([C@@H](O[C@@H]1CO)N1C(NC=CC1=O)=O)SCC